N-{[4-(5-chloropyridine-3-sulfonyl)phenyl]methyl}-1H-pyrazolo[3,4-b]pyridine-5-carboxamide ClC=1C=C(C=NC1)S(=O)(=O)C1=CC=C(C=C1)CNC(=O)C=1C=C2C(=NC1)NN=C2